C(C1=CC=CC=C1)O[C@@H]1[C@H](N(C[C@@H]([C@H]1OCC1=CC=CC=C1)OCC1=CC=CC=C1)CC1CCCCC1)C (2r,3r,4r,5s)-3,4,5-tris(benzyloxy)-1-(cyclohexylmethyl)-2-methylpiperidine